5-(((2-hydroxyethyl)amino)methyl)-2-(3'-(5-isopropyl-4,5,6,7-tetrahydrothiazolo[5,4-c]pyridin-2-yl)-2,2'-dimethyl-[1,1'-biphenyl]-3-yl)benzo[d]oxazole-7-carbonitrile OCCNCC=1C=C(C2=C(N=C(O2)C=2C(=C(C=CC2)C2=C(C(=CC=C2)C=2SC=3CN(CCC3N2)C(C)C)C)C)C1)C#N